(S)-6-Fluoro-1-(4-(4-fluoro-2-(4-methyl-4H-1,2,4-triazol-3-yl)phenyl)pyridin-2-yl)-4-((3-methylpiperidin-1-yl)methyl)benzo[cd]indol-2(1H)-one FC=1C=2C3=C(C(N(C3=CC1)C1=NC=CC(=C1)C1=C(C=C(C=C1)F)C1=NN=CN1C)=O)C=C(C2)CN2C[C@H](CCC2)C